1-((1-((2-(3,5-dichlorophenyl)-6-((2-(4-(3-hydroxybutyl)piperazin-1-yl)pyrimidin-5-yl)oxy)pyridin-4-yl)methyl)piperidin-4-yl)methyl)-3-methylurea ClC=1C=C(C=C(C1)Cl)C1=NC(=CC(=C1)CN1CCC(CC1)CNC(=O)NC)OC=1C=NC(=NC1)N1CCN(CC1)CCC(C)O